4-[((1r,4r)-4-(3-(9-chloro-5,6,8,9,10,11-hexahydro-7H-5,9:7,11-dimethanobenzo[9]annulen-7-yl)ureido)cyclohexyl)oxy]benzoic acid ClC12CC3(CC(C4=C(C(C1)C3)C=CC=C4)C2)NC(NC2CCC(CC2)OC2=CC=C(C(=O)O)C=C2)=O